CN(C(C)([2H])[2H])C N,N-dimethylethan-1-amine-1,1-d2